C(C)(=O)NCCNC(=O)C1CCN(CC1)C1=NC=C(C=C1)N N-(2-acetamidoethyl)-1-(5-amino-2-pyridinyl)piperidine-4-carboxamide